ClC=1C=CC(=C(C(=O)N[C@H](CNC(=O)[C@@H]2OC(OCC2(C)C)(C)C)C)C1)F (R)-2,2,5,5-Tetramethyl-[1,3]dioxane-4-carboxylic acid [(S)-2-(5-chloro-2-fluoro-benzoylamino)-propyl]-amide